COC=1C(=NC=C(N1)CC(C)C)[C@@H](CC)C (R)-(3-methoxy-2-(1-methylpropyl)-5-(2-methylpropyl)pyrazine)